((S)-1-(2-chloro-3-fluorophenyl)-2-methylpropoxy)-4-methyl-N-((R,E)-4-(methylsulfonyl)but-3-en-2-yl)pyrimidine-2-carboxamide ClC1=C(C=CC=C1F)[C@H](C(C)C)OC=1C(=NC(=NC1)C(=O)N[C@H](C)\C=C\S(=O)(=O)C)C